N-(5-(4-chlorophenyl)thiazolo[5,4-b]pyridin-2-yl)-5-(2-methoxyphenyl)pyridazine-4-carboxamide ClC1=CC=C(C=C1)C1=CC=C2C(=N1)SC(=N2)NC(=O)C2=CN=NC=C2C2=C(C=CC=C2)OC